5-((tert-butoxycarbonyl)(ethyl)amino)pentanoic acid C(C)(C)(C)OC(=O)N(CCCCC(=O)O)CC